BrC=1C=C(C=CC1)C1(COC1)C(F)C1=NN=CN1CC ((3-(3-bromophenyl)oxetan-3-yl)fluoromethyl)-4-ethyl-4H-1,2,4-triazole